3-fluoro-6-methoxy-4-(1-(3-methyloxetan-3-yl)-1H-imidazo[4,5-b]pyridin-2-yl)benzene-1,2-diol FC1=C(C(=C(C=C1C=1N(C=2C(=NC=CC2)N1)C1(COC1)C)OC)O)O